1,2-di(triethoxysilyl)ethane C(C)O[Si](CC[Si](OCC)(OCC)OCC)(OCC)OCC